ClC1=C(C(=CC=C1)O)C1=C(C2=C(CN3[C@@H](CO2)CN(CC3)C(C=C)=O)C=C1C#C)C 1-[(12aR)-9-(2-Chloro-6-hydroxyphenyl)-8-ethynyl-10-methyl-3,4,12,12a-tetrahydro-6H-pyrazino[2,1-c][1,4]benzoxazepin-2(1H)-yl]prop-2-en-1-one